COC1=CC=C2C(=NC=NC2=C1)N 7-methoxyquinazolin-4-amine